O1CCOCC1C1OC=2C=CC=C(C2C(C1O)O)O [1,4]Dioxan-6-yl-chroman-3,4,5-triol